2-(3-indoleacetamido)-N-(4-methoxyphenyl)-1,3-selenazol-5-carboxamide N1C=C(C2=CC=CC=C12)CC(=O)NC=1[Se]C(=CN1)C(=O)NC1=CC=C(C=C1)OC